N-(2-(bis(4-methoxybenzyl)amino)-4-(((2,2,5-trimethyl-1,3-dioxan-5-yl)methyl)amino)-5,6,7,8-tetrahydroquinolin-3-yl)pentanamide COC1=CC=C(CN(C2=NC=3CCCCC3C(=C2NC(CCCC)=O)NCC2(COC(OC2)(C)C)C)CC2=CC=C(C=C2)OC)C=C1